1-(2-methoxyphenyl)-3-(4-methyl-3-(7-methyl-2-((6-methylpyridin-3-yl)amino)-8-oxo-7,8-dihydropyrido[3,4-d]pyrimidin-6-yl)phenyl)urea COC1=C(C=CC=C1)NC(=O)NC1=CC(=C(C=C1)C)C1=CC2=C(N=C(N=C2)NC=2C=NC(=CC2)C)C(N1C)=O